ClC1=CC=C(C(=N1)C1=NN(C=N1)C)NC(C)C=1C=C(C=C2C(N3CCCN4N=CC(C12)=C43)=O)C 10-(1-((6-chloro-2-(1-methyl-1H-1,2,4-triazol-3-yl)pyridin-3-yl)amino)ethyl)-8-methyl-6-oxo-4,5-dihydro-3H,6H-2,2a,5a-triazaaceanthrylene